[Mn].C(C)(C)(C)N1CCN(CC1)C1=NC=C(C=C1)CC(=O)OC tert-butyl-4-[5-(2-methoxy-2-oxoethyl)pyridin-2-yl]piperazine manganese